N1,N3-Bis(4-(bis(((Z)-dec-4-en-1-yl)oxy)(methyl)silyl)butyl)-N1,N3-dimethylpropan-1,3-diamin C(CC\C=C/CCCCC)O[Si](CCCCN(CCCN(C)CCCC[Si](C)(OCCC\C=C/CCCCC)OCCC\C=C/CCCCC)C)(C)OCCC\C=C/CCCCC